FC=1C=C(C=C(C1)OCC(C)C)C1=CC=C(C(=N1)N1C(C[C@@H](C1)C)(C)C)C(=O)NS(NC=1C=NC=CC1)(=O)=O 6-(3-Fluoro-5-isobutoxyphenyl)-N-(3-pyridylsulfamoyl)-2-[(4S)-2,2,4-trimethylpyrrolidin-1-yl]pyridin-3-carboxamid